BrC=1C(=NC2=C(C=CN=C2C1)Cl)OC 3-bromo-8-chloro-2-methoxy-1,5-naphthyridine